C(C1=CC=CC=C1)OC(=O)N1CC2(CCC(C1)C2)OS(=O)(=O)C ((methylsulfonyl)oxy)-3-azabicyclo[3.2.1]octane-3-carboxylic acid benzyl ester